ethyl 5-(N-(4-chloro-2-((((4-bromothiophen-2-yl) methyl) amino) methyl) phenyl)-N-ethylsulfamoyl)-3-methylbenzofuran-2-carboxylate ClC1=CC(=C(C=C1)N(S(=O)(=O)C=1C=CC2=C(C(=C(O2)C(=O)OCC)C)C1)CC)CNCC=1SC=C(C1)Br